CC1=NC=CC(=C1)C=1C2=C(N=CN1)N(C=C2)CC(=O)NC=2C=NC(=CC2)C2=NC=CN=C2 2-[4-(2-methyl-4-pyridyl)pyrrolo[2,3-d]pyrimidin-7-yl]-N-(6-pyrazin-2-yl-3-pyridyl)acetamide